OCN1C(CCC1(C)C)=O (hydroxymethyl)-5,5-dimethylpyrrolidin-2-one